BrC1=NC=C(C=C1)OC(F)(F)F 2-Bromo-5-(trifluoromethoxy)pyridine